The molecule is a two-electron reduction of this compound results in CHEBI:9260 It is a methyl ester, a monoterpenoid indole alkaloid and an organic heterotetracyclic compound. C/C=C\\1/CN2CC[C@@H]1[C@](C3=C(CC2)C4=CC=CC=C4N3)(C=O)C(=O)OC